4-(4-propylcyclohexyl)-2-fluoro-bromobenzene C(CC)C1CCC(CC1)C1=CC(=C(C=C1)Br)F